(E)-5-(3-Fluorostyryl)-4-nitro-1H-imidazole FC=1C=C(/C=C/C2=C(N=CN2)[N+](=O)[O-])C=CC1